CN1C=NC2=C1C=CC(=C2)C(=O)O 1-(methyl)benzimidazole-5-carboxylic acid